1-(5-(trifluoromethyl)pyridin-3-yl)piperazine dihydrochloride Cl.Cl.FC(C=1C=C(C=NC1)N1CCNCC1)(F)F